6-chloro-N-(5-chloro-1-(difluoromethyl)-1H-pyrazol-4-yl)-7-(pyridin-2-yl)-1H-indole-3-sulfonamide ClC1=CC=C2C(=CNC2=C1C1=NC=CC=C1)S(=O)(=O)NC=1C=NN(C1Cl)C(F)F